FC=1C(=C(C=O)C=C(C1)C=1C(=NC(=NC1)NC1=C(C=C(C=C1)N1CCC(CC1)N1CCN(CC1)C)OC)NC1=CC=CC=C1)O 3-fluoro-2-hydroxy-5-(2-((2-methoxy-4-(4-(4-methylpiperazin-1-yl)piperidin-1-yl)phenyl)amino)-4-(phenylamino)pyrimidin-5-yl)benzaldehyde